N[C@H](C(=O)OC(C)C)CCC(C=[N+]=[N-])=O isopropyl (2S)-2-amino-6-diazo-5-oxo-hexanoate